C1(CCCCCC1)C1=CC=C(OC2=NC=C(C(=O)O)C=C2F)C=C1 6-(4-cycloheptylphenoxy)-5-fluoronicotinic acid